CCCCC(CC)CN1NC2=C(N1)C(=C3C(=C2Br)NSN3)Br 4,8-dibromo-6-(2-ethylhexyl)-[1,2,5]thiadiazolo[3,4-f]benzotriazole